CC1=C(C(=NC=C1)C)N dimethylpyridin-3-amine